1-chloro-3-(difluoromethoxy)-5-nitrobenzene ClC1=CC(=CC(=C1)[N+](=O)[O-])OC(F)F